C(C1=CC=CC=C1)N(C(=O)NC1=CC(=C(C=C1)OC)OC)CC1=CC=CC=C1 1,1-dibenzyl-3-(3,4-dimethoxyphenyl)urea